2,3-dimethoxytetrahydrofuran COC1OCCC1OC